N-(4-{[4-(4,4-dimethylcyclohexyl)phenyl]amino}cyclohexyl)sulfamide 4-chlorobenzyl-(4-(2-((4-methoxycyclohexyl)amino)-2-oxoethyl)phenyl)carbamate ClC1=CC=C(CN(C(O)=O)C2=CC=C(C=C2)CC(=O)NC2CCC(CC2)OC)C=C1.CC1(CCC(CC1)C1=CC=C(C=C1)NC1CCC(CC1)NS(=O)(=O)N)C